FC=1C=C(C=CC1)C1=NN2C(NC=3C=CC=CC3C2=N1)=O 2-(3-Fluorophenyl)[1,2,4]triazolo[1,5-c]quinazolin-5(6H)-one